tert-butyl 2-(3-fluoro-4-(7-((3-(piperidin-1-yl)propyl)carbamoyl)benzo[d]imidazo[2,1-b]thiazol-2-yl)phenyl)pyrrolidine-1-carboxylate FC=1C=C(C=CC1C=1N=C2SC3=C(N2C1)C=CC(=C3)C(NCCCN3CCCCC3)=O)C3N(CCC3)C(=O)OC(C)(C)C